NCCOCCOCCOCCNC(CCCC=CCC=CCC=CCC=CCCCCC)=O N-(2-(2-(2-(2-aminoethoxy)ethoxy)ethoxy)ethyl)icosa-5,8,11,14-tetraenamide